2-(2-hydroxy-3',5'-dicumylphenyl)benzotriazole OC1=C(C=C(C=C1C(C)(C)C1=CC=CC=C1)C(C)(C)C1=CC=CC=C1)N1N=C2C(=N1)C=CC=C2